N[C@H](COC1=C(C#N)C=C(C=C1)C1=CN=NC(=C1)C)CC(C)C (S)-2-((2-amino-4-methylpentyl)oxy)-5-(6-methylpyridazin-4-yl)benzonitrile